4-CYANOTHIOPHEN-3-YLBORONIC ACID C(#N)C=1C(=CSC1)B(O)O